C1(CC1)S(=O)(=O)NC1=CC(=NC=N1)NC=1C=C2C=NNC2=CC1OC 5-((6-(Cyclopropanesulfonylamino)pyrimidin-4-yl)amino)-6-methoxy-1H-indazole